BrC(C(=O)NC=1C=CC=C2C=C(NC12)C(=O)OCC)C(C)C ethyl 7-[(2-bromo-3-methyl-butanoyl) amino]-1H-indole-2-carboxylate